tert-butyl (2-(cyclopentyl(2-fluoroethyl)amino)ethyl)carbamate C1(CCCC1)N(CCNC(OC(C)(C)C)=O)CCF